CC1=C(C(=O)NC2(CC2)C2=CC(=NC3=CC=CC=C23)C=2C=NN(C2)C)C=C(C=C1)OCC1N(CC1)C 2-methyl-N-(1-(2-(1-methyl-1H-pyrazol-4-yl)quinolin-4-yl)cyclopropyl)-5-((1-methylazetidin-2-yl)methoxy)benzamide